1-cyclopropyl-3,5-dimethyl-pyrrole-2-carboxylic acid C1(CC1)N1C(=C(C=C1C)C)C(=O)O